3-(4-((5-(1-(2,2-difluoroethyl)-1H-benzo[d][1,2,3]triazol-6-yl)-4-methoxypyrrolo[2,1-f][1,2,4]triazin-2-yl)amino)piperidin-1-yl)-2,2-dimethylpropionitrile FC(CN1N=NC2=C1C=C(C=C2)C=2C=CN1N=C(N=C(C12)OC)NC1CCN(CC1)CC(C#N)(C)C)F